FC1=CC2=C(C(CC(O2)C(=O)NC23CC(C2)(C3)N3N=CC(=C3)OCCOC(F)(F)F)O)C=C1C(F)(F)F 7-fluoro-4-hydroxy-N-(3-{4-[2-(trifluoromethoxy)ethoxy]-1H-pyrazol-1-yl}bicyclo[1.1.1]pentan-1-yl)-6-(trifluoromethyl)-3,4-dihydro-2H-1-benzopyran-2-carboxamide